7-(8-methoxy-2-methyl-imidazo[1,2-b]pyridazin-6-yl)-2-[(3S,4S)-3,4-difluoro-4-piperidyl]thiazolo[3,2-a]pyrimidin-5-one COC=1C=2N(N=C(C1)C=1N=C3N(C(C1)=O)C=C(S3)[C@]3([C@H](CNCC3)F)F)C=C(N2)C